NC=1SC(=C(N1)C)C=1C=C(C=C(C1)N1CCOCC1)C(=O)C1CCOCC1 (3-(2-amino-4-methylthiazol-5-yl)-5-morpholinophenyl)(tetrahydro-2H-pyran-4-yl)methanone